(S)-(4-(4-fluorobenzo[d]oxazol-2-yl)-6,7-dihydro-1H-imidazo[4,5-c]pyridin-5(4H)-yl)(6-morpholinopyrazolo[1,5-a]pyridin-3-yl)methanone FC1=CC=CC2=C1N=C(O2)[C@H]2N(CCC1=C2N=CN1)C(=O)C=1C=NN2C1C=CC(=C2)N2CCOCC2